O1CCC(C2=CC=CC=C12)N1CCNCC1 4-(chroman-4-yl)piperazin